C(C)[Si]([Si](CC)(N(CC)CC)N(CC)CC)(N(CC)CC)N(CC)CC 1,2-diethyl-tetrakis(diethylamino)disilane